CC(CCCCCCCCCC)NC(C=C)=O N-(1-Methylundecyl)acrylamid